(R)-7-((1R,3s,5S,6R)-6-(1-isopropyl-3-(5-(trifluoromethyl)pyridin-3-yl)-1H-pyrazol-5-yl)bicyclo[3.1.0]hexan-3-yl)-2-thia-7-azaspiro[4.4]nonane 2,2-dioxide C(C)(C)N1N=C(C=C1C1[C@H]2CC(C[C@@H]12)N1C[C@]2(CCS(C2)(=O)=O)CC1)C=1C=NC=C(C1)C(F)(F)F